(Z)-(1-methyl-1H-tetrazol-5-yl)(phenyl)methanone O-((5-(3-bromophenyl)-1,3,4-oxadiazol-2-yl)methyl) oxime BrC=1C=C(C=CC1)C1=NN=C(O1)CO\N=C(\C1=CC=CC=C1)/C1=NN=NN1C